2-(4,7-dichloro-6-(4-morpholinylphenyl)-2H-indazol-2-yl)-2-(6,7-dihydro-5H-pyrrolo[1,2-c]imidazol-1-yl)acetic acid ethyl ester C(C)OC(C(C1=C2N(C=N1)CCC2)N2N=C1C(=C(C=C(C1=C2)Cl)C2=CC=C(C=C2)N2CCOCC2)Cl)=O